(R)-tert-Butyl (4-((tert-butyldiphenylsilyl)oxy)-1-((4-(1-methyl-1H-pyrazol-3-yl) phenyl)amino)-1-oxobutan-2-yl)carbamate [Si](C1=CC=CC=C1)(C1=CC=CC=C1)(C(C)(C)C)OCC[C@H](C(=O)NC1=CC=C(C=C1)C1=NN(C=C1)C)NC(OC(C)(C)C)=O